C1(=CC=CC=C1)N1N=CC=C1C1=CC=CC=C1 1,5-Diphenyl-1H-pyrazol